tert-butyl (S)-2-((3-phenylpropyl)carbamoyl)piperidine-1-carboxylate C1(=CC=CC=C1)CCCNC(=O)[C@H]1N(CCCC1)C(=O)OC(C)(C)C